CC(C=C)CCC=C 3-methyl-1,6-heptadiene